ClC=1C=C(C(=C(C=NC(C(=O)OC)C(C)C)C1)O)O methyl 2-(5-chloro-2,3-dihydroxybenzylideneamino)-3-methylbutanoate